N-(1-(4-bromophenyl)-2-((2-morpholinoethyl)amino)-2-oxoethyl)-N-(pentan-2-yl)-4-(pyridin-1-yl)butanamide BrC1=CC=C(C=C1)C(C(=O)NCCN1CCOCC1)N(C(CCCN1CC=CC=C1)=O)C(C)CCC